NC1=C(C2=C(S1)C=CC=C2C2=C(C=C1C(=NC(=NC1=C2F)F)N2C[C@](CCC2)(C)O)Cl)C#N 2-amino-4-(6-chloro-2,8-difluoro-4-((R)-3-hydroxy-3-methylpiperidin-1-yl)quinazolin-7-yl)benzo[b]thiophene-3-carbonitrile